BrC=1C(=CC=2C(=NSC2N2CC3(CN(C3)C(C=C)=O)C2)C1F)Cl 1-(6-(6-bromo-5-chloro-7-fluorobenzo[c]isothiazol-3-yl)-2,6-diazaspiro[3.3]heptane-2-yl)prop-2-en-1-one